methyl (1S,3S)-7-chloro-1-isobutyl-2,3,4,9-tetrahydro-1H-pyrido[3,4-b]indole-3-carboxylate ClC1=CC=C2C3=C(NC2=C1)[C@@H](N[C@@H](C3)C(=O)OC)CC(C)C